C(C)(=O)N1CC(C1)N1N=CC(=C1)NC1=NC=C(C(=N1)C1=C(C(=O)O)C=CC=C1)C (2-((1-(1-acetylazetidin-3-yl)-1H-pyrazol-4-yl)amino)-5-methylpyrimidin-4-yl)benzoic acid